[H+].C(C(C(=O)[O-])O)C(=O)C(=O)[O-] The molecule is a dicarboxylic acid monoanion that is the conjugate base of 4-hydroxy-2-oxoglutaric acid resulting from partial deprotonation. It derives from a glutarate(1-). It is a conjugate base of a 4-hydroxy-2-oxoglutaric acid. It is a conjugate acid of a 4-hydroxy-2-oxoglutarate(2-).